N-(4-(2-((3-(1H-Imidazol-1-yl)benzyl)((1-methyl-1H-indazol-5-yl)methyl)amino)ethyl)phenyl)-4,5-dimethoxy-2-(3,4,5-trimethoxybenzamido)benzamide N1(C=NC=C1)C=1C=C(CN(CCC2=CC=C(C=C2)NC(C2=C(C=C(C(=C2)OC)OC)NC(C2=CC(=C(C(=C2)OC)OC)OC)=O)=O)CC=2C=C3C=NN(C3=CC2)C)C=CC1